C(CCCCC)C(C(=O)NC(CCSCCC(=O)OCC#CCCCCCCC)C(=O)NC1CCN(CC1)C)CCCCCCCC dec-2-yn-1-yl 3-((3-(2-hexyldecanamido)-4-((1-methylpiperidin-4-yl)amino)-4-oxobutyl)thio)propanoate